(E)-N8-hydroxy-2-((naphthalen-1-yloxy)methyl)-N1-(pyrrolidin-3-yl)2-octenediamide ONC(CCCC/C=C(/C(=O)NC1CNCC1)\COC1=CC=CC2=CC=CC=C12)=O